ethyl 3-[3-(benzotriazol-2-yl)-5-tert-butyl-4-hydroxy-phenyl]propanoate N=1N(N=C2C1C=CC=C2)C=2C=C(C=C(C2O)C(C)(C)C)CCC(=O)OCC